N1CC(C1)NC(NC1=CC=C2C(=N1)N(C=C2C2=C(C=CC=C2)OC)COCC[Si](C)(C)C)=O 3-(azetidin-3-yl)-1-[3-(2-methoxyphenyl)-1-[[2-(trimethylsilyl)ethoxy]methyl]pyrrolo[2,3-b]pyridin-6-yl]urea